ClC1=CC=C2C(=CNC2=C1)S(=O)(=O)N 6-chloro-1H-indole-3-sulfonamide